ClC=1C2=C(N=CN1)N(C(C2)=O)CC2=C(C=C(C=C2)OC)OC 4-chloro-7-(2,4-dimethoxybenzyl)-5,7-dihydro-6H-pyrrolo[2,3-d]pyrimidin-6-one